(S)-4-(4-(2-(aminooxy)-3-(tert-butoxy)-3-oxopropoxy)phenyl)-2-(3-azidopropyl)-1-(3-((tert-butoxycarbonyl)amino)propyl)-1H-pyrazol-2-ium NO[C@@H](COC1=CC=C(C=C1)C=1C=[N+](N(C1)CCCNC(=O)OC(C)(C)C)CCCN=[N+]=[N-])C(=O)OC(C)(C)C